3-(1H-benzoimidazol-4-yl)pyridin-2-amine TFA salt OC(=O)C(F)(F)F.N1C=NC2=C1C=CC=C2C=2C(=NC=CC2)N